N-[[(1S,3S)-3-cyanocyclopentyl]methyl]-5-(7H-pyrrolo[2,3-d]pyrimidin-4-yl)-5-azaspiro[2.5]octane-8-carboxamide C(#N)[C@@H]1C[C@H](CC1)CNC(=O)C1CCN(CC12CC2)C=2C1=C(N=CN2)NC=C1